8-bromo-6-chloro-2-[2-(3-chloro-2-pyridyl)-5-methoxy-pyrazol-3-yl]-3,1-benzoxazin-4-one BrC1=CC(=CC=2C(OC(=NC21)C=2N(N=C(C2)OC)C2=NC=CC=C2Cl)=O)Cl